ClC1=C(C=C2C=C(C(NC2=C1)=O)C=1C=C(C=CC1)CC(=O)O)C1=CC=C(C=C1)C1=C(C=CC=C1)F 2-(3-(7-chloro-6-(2'-fluoro-[1,1'-biphenyl]-4-yl)-2-oxo-1,2-dihydroquinolin-3-yl)phenyl)acetic acid